5-(6-(difluoromethyl)-2-(3-(2-fluorobenzyl)-3-phenylpropylsulfinyl)pyrimidin-4-yl)-1-(3-fluoro-4-methoxybenzyl)pyridin-2(1H)-one FC(C1=CC(=NC(=N1)S(=O)CCC(C1=CC=CC=C1)CC1=C(C=CC=C1)F)C=1C=CC(N(C1)CC1=CC(=C(C=C1)OC)F)=O)F